3-(4-chlorophenoxy)cyclobutane-1-carboxylic acid ethyl ester C(C)OC(=O)C1CC(C1)OC1=CC=C(C=C1)Cl